C(CCC)C1(CS(C2=C(N(C1)C1=CC=C(C=C1)OC)C=C(C(=C2)O)SC)(=O)=O)CC 3-butyl-3-ethyl-8-hydroxy-5-(4-methoxyphenyl)-7-(methylthio)-2,3,4,5-tetrahydro-1,5-benzothiazepine 1,1-dioxide